C(#N)CN1CCN(CC1)C=1N=C(C2=C(C=NNC2=O)N1)NC1=CC=C(C=C1)N1CCCCC1 1-(4-((2-(4-(Cyanomethyl)piperazin-1-yl)-5-oxo-5,6-dihydropyrimido[4,5-d]pyridazin-4-yl)amino)phenyl)piperidin